C(C)(C)OC1=CC2=C(SC(=C2)C(=O)OCC)C=C1OC ethyl 5-isopropoxy-6-methoxybenzo[b]thiophene-2-carboxylate